C1(CCC1)CC(=O)NC1=CSC(=C1)C1=NC(=CN=C1)C1=CC=C2C(=NN(C2=C1)C)C 2-cyclobutyl-N-(5-(6-(1,3-dimethyl-1H-indazol-6-yl)pyrazin-2-yl)thiophen-3-yl)acetamide